(S)-4-(((R)-2-methoxypropyl)(4-(5,6,7,8-tetrahydro-1,8-naphthyridin-2-yl)butyl)amino)-2-((5-phenylpyrazin-2-yl)amino)butanoic acid CO[C@@H](CN(CC[C@@H](C(=O)O)NC1=NC=C(N=C1)C1=CC=CC=C1)CCCCC1=NC=2NCCCC2C=C1)C